calcium cacodylate [As]([O-])(=O)(C)C.[Ca+2].[As]([O-])(=O)(C)C